(2S,3S,4R,5R)-5-(2-(5-chloropyridin-3-yl)-6-(((4-methylpyridin-2-yl)methyl)-amino)-9H-purin-9-yl)-3,4-dihydroxyl-N-methyltetrahydrothiophen-2-formamide 1,1-dioxide ClC=1C=C(C=NC1)C1=NC(=C2N=CN(C2=N1)[C@H]1[C@@H]([C@@H]([C@H](S1(=O)=O)C(=O)NC)O)O)NCC1=NC=CC(=C1)C